9H-fluoren-9-ylmethyl N-[(1S)-1-[([[2-(2-chloro-4-nitrophenyl)ethyl]sulfanyl]methyl)carbamoyl]ethyl]carbamate ClC1=C(C=CC(=C1)[N+](=O)[O-])CCSCNC(=O)[C@H](C)NC(OCC1C2=CC=CC=C2C=2C=CC=CC12)=O